1-(3-chlorophenyl)cyclopropane ClC=1C=C(C=CC1)C1CC1